CN1N=NC2=C1C(=CC(=C2)OC2=C(C=C(N)C=C2)C)C 4-((1,7-dimethyl-1H-benzo[d][1,2,3]triazol-5-yl)oxy)-3-methylaniline